iso-propyl-dichlorosilane C(C)(C)[SiH](Cl)Cl